Cl.O=C1NC2=C(SC3=C1C=CC=C3)C=CC(=C2)C(=O)NCC2CNCC2 11-oxo-N-(pyrrolidin-3-ylmethyl)-10,11-dihydrodibenzo[b,f][1,4]thiazepine-8-carboxamide hydrochloride